1,6-bis(tert-butylperoxycarbonyloxy)hexane C(C)(C)(C)OOC(=O)OCCCCCCOC(=O)OOC(C)(C)C